C12(CC3CC(CC(C1)C3)C2)CCN2C3CN(C(C2)CC3)CCNC3=C2C(N(C(=NC2=CC=C3)C)C3C(NC(CC3)=O)=O)=O 3-(5-((2-(5-(2-((3r,5r,7r)-adamantan-1-yl)ethyl)-2,5-diazabicyclo[2.2.2]octan-2-yl)ethyl)amino)-2-methyl-4-oxoquinazolin-3(4H)-yl)piperidine-2,6-dione